FC=1C=CC2=C(N=C(O2)NC=2OC3=C(N2)C=C(C=C3)C3(CC3)C(=O)OC)C1 methyl 1-(2-((5-fluorobenzo[d]oxazol-2-yl)amino)benzo[d]oxazol-5-yl)cyclopropane-1-carboxylate